C(#N)C1=NC(=NC(=C1)C)N1CCN(CC1)S(=O)(=O)C=1C=CC2=C(OCCN2C(=O)C=2C=C(C=CC2)CC(=O)OC)C1 methyl 2-(3-(7-((4-(4-cyano-6-methylpyrimidin-2-yl)piperazin-1-yl)sulfonyl)-3,4-dihydro-2H-benzo[b][1,4]oxazine-4-carbonyl)phenyl)acetate